3,5'-Dichloro-4-((3,5-difluoropyridin-2-yl)methoxy)-2'-(3-(2-hydroxypropan-2-yl)-1H-pyrazole-1-yl)-6-methyl-2H-[1,4'-bipyridine]-2-one ClC=1C(N(C(=CC1OCC1=NC=C(C=C1F)F)C)C1=CC(=NC=C1Cl)N1N=C(C=C1)C(C)(C)O)=O